(2-fluoro-6-(pyrimidin-2-yl)phenyl)((1S,4R,6R)-6-((5-methylpyridin-2-yl)oxy)-2-azabicyclo[2.2.2]oct-2-yl)methanone FC1=C(C(=CC=C1)C1=NC=CC=N1)C(=O)N1[C@@H]2[C@@H](C[C@H](C1)CC2)OC2=NC=C(C=C2)C